r-methyl-p-methylbenzoate COC(C1=CC=C(C=C1)C)=O